C(CCCCCCC)C(C([O-])=O)(CCCCCCCC)CCCCCCCC.[Nd+3].C(CCCCCCC)C(C([O-])=O)(CCCCCCCC)CCCCCCCC.C(CCCCCCC)C(C([O-])=O)(CCCCCCCC)CCCCCCCC Neodymium (2,2-dioctyl caprate)